O=C1NC(CCC1C=1C=C(CN2CCC(CC2)C#CC2=CN=C(C3=CC(=C(C=C23)C(=O)N)OC)OC[C@H]2NC([C@H]([C@H]2CC)F)=O)C=CC1)=O 4-((1-(3-(2,6-dioxopiperidin-3-yl)benzyl)piperidin-4-yl)ethynyl)-1-(((2S,3S,4S)-3-ethyl-4-fluoro-5-oxopyrrolidin-2-yl)methoxy)-7-methoxyisoquinoline-6-carboxamide